N-(8-methoxy-4-methyl-2-oxo-1H-quinolin-6-yl)-2-[rac-(3S,4S)-3,4-difluoropyrrolidin-1-yl]-5,7-dihydrofuro[3,4-b]pyridine-3-carboxamide COC=1C=C(C=C2C(=CC(NC12)=O)C)NC(=O)C=1C=C2C(=NC1N1C[C@@H]([C@H](C1)F)F)COC2 |r|